C(#C)C1=C2C(=CC(=CC2=CC=C1F)O)C1=CC=C2C(=NC(=NC2=C1F)OCC1(CC1)CN1CCOCC1)N1CCOCCC1 5-Ethynyl-6-fluoro-4-(8-fluoro-2-((1-(morpholinomethyl)cyclopropyl)methoxy)-4-(1,4-oxaazepan-4-yl)quinazolin-7-yl)naphthalen-2-ol